2-(4-(4-fluorobenzyl)-2,6-dihydroxyphenyl)-6-(hydroxymethyl)tetrahydro-2H-pyran-3,4,5-triol FC1=CC=C(CC2=CC(=C(C(=C2)O)C2OC(C(C(C2O)O)O)CO)O)C=C1